8-bromo-6-chloro-3-fluoroimidazo[1,2-a]pyridine BrC=1C=2N(C=C(C1)Cl)C(=CN2)F